ClCC(COC=1C=C2CN(CC2=CC1OC)C(CCC(=O)OCC)=O)=C ethyl 4-[5-[2-(chloromethyl) allyloxy]-6-methoxy-isoindolin-2-yl]-4-oxo-butanoate